propyl-2,3-dimethylimidazolium hexafluorophosphate F[P-](F)(F)(F)(F)F.C(CC)C=1[N+](=C(NC1)C)C